ethylimidazolecarboxylate C(C)C=1N=C(NC1)C(=O)[O-]